(+/-)-4-[4-(2-amino-6-methyl-pyrimidin-4-yl)-1,4-oxazepan-3-yl]-3-chlorobenzoic acid-trifluoroacetate salt FC(C(=O)O)(F)F.NC1=NC(=CC(=N1)N1[C@@H](COCCC1)C1=C(C=C(C(=O)O)C=C1)Cl)C |r|